benzonitrile-d5 [2H]C1=C(C(=C(C(=C1[2H])[2H])C#N)[2H])[2H]